ClC1=NC=CC2=C(C=CC=C12)N1C(C(=CC2=CC=C(C=C12)O)C(=O)[O-])=O 1-(1-chloroisoquinolin-5-yl)-7-hydroxy-2-oxo-1,2-dihydroquinoline-3-carboxylate